5,6,7,8-Tetrahydroimidazo[1,5-a]pyridine-1-carboxylic acid C=1(N=CN2C1CCCC2)C(=O)O